N-(3-(4-methyl-1H-imidazol-1-yl)-5-(trifluoromethyl)phenyl)-4,5,6,7-tetrahydrothieno[2,3-c]pyridine-3-carboxamide hydrochloride Cl.CC=1N=CN(C1)C=1C=C(C=C(C1)C(F)(F)F)NC(=O)C1=CSC=2CNCCC21